di(naphthyl)(carbazolyldimethylfluorenyl)amine C1(=CC=CC2=CC=CC=C12)N(C1=C(C(=C(C=2C3=CC=CC=C3CC12)C1=CC=CC=2C3=CC=CC=C3NC12)C)C)C1=CC=CC2=CC=CC=C12